CN1[C@@H]2CN([C@H](C1)C2)C2=CN=CC(=N2)NC2=CC1=C(C=N2)SC(=N1)C=1C=C(C=CC1)N1C(CCC1)=O 1-{3-[6-({6-[(1S,4S)-5-Methyl-2,5-diazabicyclo[2.2.1]heptan-2-yl]pyrazin-2-yl}amino)-[1,3]thiazolo[5,4-c]pyridin-2-yl]phenyl}pyrrolidin-2-one